6-(4-(5-((7-(Cyclopropylmethoxy)-4-oxo-3,4-dihydrophthalazin-1-yl)methyl)-2-fluorobenzoyl)piperazin-1-yl)nicotinonitrile C1(CC1)COC1=CC=C2C(NN=C(C2=C1)CC=1C=CC(=C(C(=O)N2CCN(CC2)C2=NC=C(C#N)C=C2)C1)F)=O